1-(3-chloropropyl)piperidine monohydrochloride Cl.ClCCCN1CCCCC1